3-(2-naphthyl)-1-phenylhept-6-en-1-yn-3-ol C1=C(C=CC2=CC=CC=C12)C(C#CC1=CC=CC=C1)(CCC=C)O